racemic-trans-6-(4-(4-acryloyl-3-isopropylmorpholin-2-yl)-6-chloropyridin-2-yl)-N-methylpyrimidine-4-carboxamide C(C=C)(=O)N1[C@H]([C@@H](OCC1)C1=CC(=NC(=C1)Cl)C1=CC(=NC=N1)C(=O)NC)C(C)C |r|